NC1=NC=2C=CC(=CC2C2=C1C=NN2C([2H])([2H])[2H])C(=O)O 4-amino-1-(methyl-d3)-1H-pyrazolo[4,3-c]quinoline-8-carboxylic acid